(S)-N-(3-(6-amino-3,3-difluoro-2-(fluoromethyl)-2,3,4,5-tetrahydropyridin-2-yl)-4-fluorophenyl)-5-(methoxy-d3)pyridinecarboxamide NC=1CCC([C@@](N1)(CF)C=1C=C(C=CC1F)NC(=O)C1=NC=C(C=C1)OC([2H])([2H])[2H])(F)F